N-(4-((3,6-dicyano-1-methyl-2-oxo-1,2-dihydro-1,5-naphthyridin-4-yl)(methyl)amino)cyclohexyl)-N-(4-fluorophenyl)isobutyramide C(#N)C=1C(N(C2=CC=C(N=C2C1N(C1CCC(CC1)N(C(C(C)C)=O)C1=CC=C(C=C1)F)C)C#N)C)=O